C(C)(=O)N1CC2=C(CC1)N(N=C2C=2C=CC=C1C=C(N=CC21)C=2C=NN(C2)CCC2CCN(CC2)C2=CC=C(C(=O)OC(C)(C)C)C=C2)C2CCOCC2 tert-butyl 4-[4-[2-[4-[8-(5-acetyl-1-tetrahydropyran-4-yl-6,7-dihydro-4H-pyrazolo[4,3-c]pyridin-3-yl)-3-isoquinolyl]pyrazol-1-yl]ethyl]-1-piperidyl]benzoate